C(C)(C)(C)OC(C=1C(N(C(=CC1N)C=1N(C=CN1)C)C(=O)OC(C)(C)C)Br)=O N-Boc-4-amino-2-bromo-6-(1-methyl-1H-imidazol-2-yl)nicotinic acid tert-butyl ester